C(C)(=O)OC1C(OC(C(C1OC(C)=O)NC(C)=O)OCCCCC(=O)NCCCCCC(=O)N1CCC(CC1)(CO)CO)COC(C)=O 5-acetamido-2-(acetoxymethyl)-6-((5-((6-(4,4-bis(hydroxymethyl)piperidin-1-yl)-6-oxohexyl)amino)-5-oxopentyl)oxy)tetrahydro-2H-pyran-3,4-diyl diacetate